5-((1-(tert-Butoxycarbonyl)azetidin-3-yl)methoxy)-3-isopropyl-1H-indole-1-carboxylic acid tert-butyl ester C(C)(C)(C)OC(=O)N1C=C(C2=CC(=CC=C12)OCC1CN(C1)C(=O)OC(C)(C)C)C(C)C